ClC=1C(=NC(=NC1)N[C@H]1[C@@H](COCC1)O)C=1C=C2C3(C(=NC2=C(C1)F)C(C)C)CCCCC3 (3S,4R)-4-((5-Chloro-4-(7'-fluoro-2'-isopropylspiro[cyclohexane-1,3'-indol]-5'-yl)pyrimidine-2-yl)amino)tetrahydro-2H-pyran-3-ol